The molecule is a phenolate anion that is the conjugate base of ustilaginoidin A, obtained by deprotonation of the two hydroxy groups at positions 5 and 5'. It is the major microspecies at pH 7.3. It is a conjugate base of an ustilaginoidin A. CC1=CC(=C2C(=CC3=C(C(=O)C=C(C3=C2[O-])O)C4=C5C=C6C(=C(C=C(O6)C)O)C(=C5C(=CC4=O)O)[O-])O1)O